C=1(C(=CC(=C2C3=C(C(=C(C(=C3NC12)[2H])[2H])[2H])[2H])[2H])[2H])[2H] 9H-carbazole-1,2,4,5,6,7,8-d7